3-hydroxy-7-(phenylmethoxy)-2-(3,4,5-trimethoxyphenyl)-4h-1-benzopyran-4-one OC1=C(OC2=C(C1=O)C=CC(=C2)OCC2=CC=CC=C2)C2=CC(=C(C(=C2)OC)OC)OC